L-serylamide N[C@@H](CO)C(=O)[NH-]